4-tertiary butylphenylglycidyl ether C(C)(C)(C)C1=CC=C(C=C1)C(C1CO1)OC(C1CO1)C1=CC=C(C=C1)C(C)(C)C